(R,E)-2-(3-((1-(4-bromobut-2-enoyl)azetidin-2-yl)methoxy)pyridin-4-yl)-3-((3-chloro-2-methoxyphenyl)amino)-1,5,6,7-tetrahydro-4H-pyrrolo[3,2-c]pyridin-4-one BrC/C=C/C(=O)N1[C@H](CC1)COC=1C=NC=CC1C1=C(C=2C(NCCC2N1)=O)NC1=C(C(=CC=C1)Cl)OC